C(C1=CC=CC=C1)OC=1C=C(C(=O)O)C=CC1OC 3-(benzyloxy)-4-methoxybenzoic acid